Linoleyl-L-carnitine CCCCC/C=C\C/C=C\CCCCCCCC[C@@](CC(=O)[O-])(C[N+](C)(C)C)O